N-[[4-(2-ethylbenzofuran-3-yl)-1-methylimidazol-2-yl]-(2,4,6-trimethylphenyl)methyl]-2,6-diisopropyl-aniline C(C)C=1OC2=C(C1C=1N=C(N(C1)C)C(NC1=C(C=CC=C1C(C)C)C(C)C)C1=C(C=C(C=C1C)C)C)C=CC=C2